(R)-2-(((4Z,7Z,10Z,13Z,16Z,19Z)-docosa-4,7,10,13,16,19-hexaenoyl)oxy)-3-(palmitoyloxy)propyl (2-(trimethylammonio)ethyl) phosphate P(=O)(OC[C@@H](COC(CCCCCCCCCCCCCCC)=O)OC(CC\C=C/C\C=C/C\C=C/C\C=C/C\C=C/C\C=C/CC)=O)(OCC[N+](C)(C)C)[O-]